1-(4-(1-(2,6-dichlorophenyl)azetidin-3-yl)-2,6-dimethylbenzyl)-3-methyl-piperidine-4-carboxylic acid ClC1=C(C(=CC=C1)Cl)N1CC(C1)C1=CC(=C(CN2CC(C(CC2)C(=O)O)C)C(=C1)C)C